N-(tert-butyldimethylsilyl)-1-(2-((tert-butyldimethyl-silyl)oxy)ethyl)-1H-pyrazole-3-sulfonamide [Si](C)(C)(C(C)(C)C)NS(=O)(=O)C1=NN(C=C1)CCO[Si](C)(C)C(C)(C)C